The molecule is a member of the class of furans that is furan which is substituted at positions 2 and 5 by formyl and hydroxymethyl substituents, respectively. Virtually absent from fresh foods, it is naturally generated in sugar-containing foods during storage, and especially by drying or cooking. It is the causative component in honey that affects the presystemic metabolism and pharmacokinetics of GZ in-vivo. It has a role as an indicator and a Maillard reaction product. It is a member of furans, an arenecarbaldehyde and a primary alcohol. C1=C(OC(=C1)C=O)CO